1,3,6,9,11,14-hexahydroimidazo[4',5':5,6]quinolino[3,2-i]imidazo[4,5-a]acridin-2,8,10,16-tetraone N1C(NC=2C1=C1C(C3=CC=4NC5=CC=C6C(=C5C(C4C=C3NC1=CC2)=O)NC(N6)=O)=O)=O